(3-(6-chloro-7-fluoro-3-(1H-imidazol-1-yl)-5-methoxy-1-methyl-1H-indol-2-yl)-1H-1,2,4-triazol-5-yl)(4-methylpiperazin-1-yl)methanone ClC1=C(C=C2C(=C(N(C2=C1F)C)C1=NNC(=N1)C(=O)N1CCN(CC1)C)N1C=NC=C1)OC